2,2'-bipyridinedicarboxylic acid N1=C(C(=C(C=C1)C(=O)O)C(=O)O)C1=NC=CC=C1